4-(3-butene-1-yl)benzenesulfonyl chloride C(CC=C)C1=CC=C(C=C1)S(=O)(=O)Cl